(S)-2,5-diamino-N-((S)-1-(4-cyanophenyl)-4-(naphthalen-2-ylamino)-4-oxobutan-2-yl)pentanamide N[C@H](C(=O)N[C@@H](CC1=CC=C(C=C1)C#N)CC(=O)NC1=CC2=CC=CC=C2C=C1)CCCN